ethyl (S)-3-(3-(4-hydroxy-1-methyl-2-oxo-1,2-dihydropyridin-3-yl)ureido)-3-(3-(2-(trifluoromethyl) benzyl)phenyl)propanoate OC1=C(C(N(C=C1)C)=O)NC(N[C@@H](CC(=O)OCC)C1=CC(=CC=C1)CC1=C(C=CC=C1)C(F)(F)F)=O